tert-butyl N-(2-(1-(6,7-dimethoxycinnolin-4-yl)azetidin-3-yl)ethyl)sulfamoylcarbamate COC=1C=C2C(=CN=NC2=CC1OC)N1CC(C1)CCNS(=O)(=O)NC(OC(C)(C)C)=O